cobalt carbonate salt C([O-])([O-])=O.[Co+2]